4-(5-((4-(((R)-1-(3-amino-5-(trifluoromethyl)phenyl)ethyl)amino)-7-methoxy-2-Methylquinazolin-6-yl)oxy)pent-1-yn-1-yl)-2-(2,6-dioxopiperidin-3-yl)isoindole-1,3-dione NC=1C=C(C=C(C1)C(F)(F)F)[C@@H](C)NC1=NC(=NC2=CC(=C(C=C12)OCCCC#CC1=C2C(N(C(C2=CC=C1)=O)C1C(NC(CC1)=O)=O)=O)OC)C